6-{4-[4-(propan-2-yl)piperazin-1-yl]phenyl}-3-[3-(trifluoromethoxy)phenyl]-1,2-dihydro-quinolin-2-one CC(C)N1CCN(CC1)C1=CC=C(C=C1)C=1C=C2C=C(C(NC2=CC1)=O)C1=CC(=CC=C1)OC(F)(F)F